lithium 2,3-dinitrobenzoate [N+](=O)([O-])C1=C(C(=O)[O-])C=CC=C1[N+](=O)[O-].[Li+]